F[C@H]1CN(C[C@H]1OC1=NC(=CC2=C1C=CN2CC(C)C)NC=2SC(=CN2)C)C(C#C)=O 1-((3S,4R)-3-fluoro-4-((1-isobutyl-6-((5-methylthiazol-2-yl)amino)-1H-pyrrolo[3,2-c]pyridin-4-yl)oxy)pyrrolidin-1-yl)prop-2-yn-1-one